C(C)(C)(C)OC(NCC1=CC(=CC(=C1)C=1C=NN(C1)C1=CC(=CC=C1)S(=O)(=O)C)F)=O (3-Fluoro-5-(1-(3-(methylsulfonyl)phenyl)-1H-pyrazol-4-yl)benzyl)carbamic acid tert-butyl ester